N-(3-carbamoylbenzyl)-2-ethoxy-5-isobutyrylaminobenzamide C(N)(=O)C=1C=C(CNC(C2=C(C=CC(=C2)NC(C(C)C)=O)OCC)=O)C=CC1